O1C(NC2=C1C=CC(=C2)C2(NC(=NC=C2C)NC=2C=C(C(=NC2)N2CCN(CC2)CC)C(F)(F)F)N)=O 4-(benzo[d]oxazolin-2(3H)-one-5-yl)-N2-[2-(4-ethylpiperazin-1-yl)-3-trifluoromethylpyridin-5-yl]-5-methyl-2,4-pyrimidinediamine